1-(2-hydroxy-2-methyl-propoxy)-4-octadecanoyloxy-2,2,6,6-tetramethyl-piperidine OC(CON1C(CC(CC1(C)C)OC(CCCCCCCCCCCCCCCCC)=O)(C)C)(C)C